azo-indole N(=NC=1NC2=CC=CC=C2C1)C=1NC2=CC=CC=C2C1